6-[8-(1,3-benzothiazol-2-ylcarbamoyl)-3,4-dihydroisoquinolin-2(1H)-yl]-2'-(cyclohexyloxy)-3,4'-bipyridine-2-carboxylic acid S1C(=NC2=C1C=CC=C2)NC(=O)C=2C=CC=C1CCN(CC21)C2=CC=C(C(=N2)C(=O)O)C2=CC(=NC=C2)OC2CCCCC2